NC1=C2N=CN(C2=NC=N1)[C@H]1[C@@H]([C@@H]([C@H](O1)COP1(OCCC(O1)C1=CC=CC=C1)=S)O)O 2-(((2r,3s,4r,5r)-5-(6-amino-9H-purin-9-yl)-3,4-dihydroxytetrahydrofuran-2-yl)methoxy)-4-phenyl-1,3,2-dioxaphosphorinane 2-sulfide